5-((3,4-dichlorophenyl)thio)-1H-1,2,3-triazole-4-carboxylic acid ClC=1C=C(C=CC1Cl)SC1=C(N=NN1)C(=O)O